NCC(C[Si](C)(C)OCCCCCCCCCCCCCC)C 3-amino-2-methylpropyl-(tetradecyloxydimethylsilane)